6-(6-(trifluoromethyl)pyridin-3-yl)-2,3,4,9-tetrahydro-1H-carbazol-1-one FC(C1=CC=C(C=N1)C=1C=C2C=3CCCC(C3NC2=CC1)=O)(F)F